NC1=CC(=NC(=C1)NC1=C(C(=CC=C1)C)F)C(=O)NC1CC2=CC=CC=C2C1 4-Amino-N-(2,3-dihydro-1H-inden-2-yl)-6-((2-fluoro-3-methylphenyl)amino)picolinamide